C[C@]12CC[C@H]3[C@H]([C@@H]1CCC2=O)CCC4=C3C=CC(=C4O[C@H]5[C@@H]([C@H]([C@@H]([C@H](O5)C(=O)O)O)O)O)O The molecule is a steroid glucosiduronic acid that is 4-hydroxyestrone having a single beta-D-glucuronic acid residue attached at position 4. It is a beta-D-glucosiduronic acid, a 17-oxo steroid, a 3-hydroxy steroid and a steroid glucosiduronic acid. It derives from a 4-hydroxyestrone. It is a conjugate acid of a 4-hydroxyestrone 4-O-(beta-D-glucuronide)(1-).